FC=1C(=C(C(=O)NCC=C(C)C)C=C(C1F)CC1=C(C(=NC=C1)NS(=O)(=O)NC)F)NC1=C(C=C(C=C1)I)F 3,4-difluoro-5-((3-fluoro-2-((N-methylaminosulfonyl)amino)pyridin-4-yl)methyl)-2-((2-fluoro-4-iodophenyl)amino)-N-(3-methylbut-2-en-1-yl)benzamide